tert-Butyl N-[2-[2-[[tert-butyl(dimethyl)silyl]oxymethyl]-7-fluoro-indan-5-yl]oxy-1,1-dimethyl-ethyl]carbamate [Si](C)(C)(C(C)(C)C)OCC1CC2=C(C=C(C=C2C1)OCC(C)(C)NC(OC(C)(C)C)=O)F